FC=1C=C(C=C(C1[C@H]1N([C@@H](CC2=C3C(=CC=C12)NC(O3)=O)C)CC(F)(F)F)F)NC3CN(C3)C/C=C/C(=O)N(C)C (E)-4-(3-((3,5-Difluoro-4-((6S,8R)-8-methyl-2-oxo-7-(2,2,2-trifluoroethyl)-2,3,6,7,8,9-hexahydrooxazolo[5,4-f]isoquinolin-6-yl)phenyl)amino)azetidine-1-yl)-N,N-dimethylbut-2-enamide